ClC1=C2C=C(NC2=CC(=C1)Cl)C(=O)O 4,6-dichloro-1H-indole-2-carboxylic acid